C1=CC=C(C(=C1)CBr)[N+](=O)[O-] o-nitrobenzyl bromide